(7-Chloro-1,5-dimethyl-4-oxo-4,5-dihydro-1H-pyrrolo[3,2-c]pyridin-3-yl)carbamic acid tert-butyl ester C(C)(C)(C)OC(NC1=CN(C2=C1C(N(C=C2Cl)C)=O)C)=O